BrC1=C(C=C(C=C1CC)NC1=NC=C(C(=N1)NC(CC)CC)Cl)C(C)(C)O 2-[2-bromo-5-[[5-chloro-4-(1-ethylpropylamino)pyrimidin-2-yl]amino]-3-ethyl-phenyl]propan-2-ol